N-(4-(2'-(tert-butyl)-[3,4'-bipyridin]-5-yl)-3-chlorophenyl)-4-hydroxypiperidine-1-carboxamide C(C)(C)(C)C1=NC=CC(=C1)C=1C=NC=C(C1)C1=C(C=C(C=C1)NC(=O)N1CCC(CC1)O)Cl